5-acrylamido-2,4,6-triiodoisophthalic acid C(C=C)(=O)NC=1C(=C(C(=C(C(=O)O)C1I)I)C(=O)O)I